BrC=1C(=NC=C(C1)I)OC 3-bromo-5-iodo-2-methoxy-pyridine